(S)-4-(2-(4-(2-acetyl-5-chlorophenyl)-5-methoxy-2-oxopyridin-1(2H)-yl)-3-cyclobutylpropionamido)-2-fluoro-N-(methylsulfonyl)benzamide C(C)(=O)C1=C(C=C(C=C1)Cl)C1=CC(N(C=C1OC)[C@H](C(=O)NC1=CC(=C(C(=O)NS(=O)(=O)C)C=C1)F)CC1CCC1)=O